2-[(1R)-5-(6-methylpyrimidin-4-yl)-2,3-dihydro-1H-inden-1-yl]-2,7-diazaspiro[3.5]non-7-ylethanone CC1=CC(=NC=N1)C=1C=C2CC[C@H](C2=CC1)N1CC2(C1)CCN(CC2)C(C)=O